(2S,3S,4R,5S)-5-(6-(benzylamino)-2-(pyridin-2-yl)-9H-purin-9-yl)-3,4-dihydroxyl-N-methyltetrahydrofuran-2-carboxamide C(C1=CC=CC=C1)NC1=C2N=CN(C2=NC(=N1)C1=NC=CC=C1)[C@@H]1[C@@H]([C@@H]([C@H](O1)C(=O)NC)O)O